CC=1C=C(OCC(C)=O)C=C(C1)C 1-(3,5-dimethylphenoxy)propan-2-one